1,1-difluoroethoxylpyrrolidine FC(ON1CCCC1)(C)F